carbamimidoyl-carbamic acid 3-[6-(3,3-difluoroazetidin-1-yl)-5-fluoropyridin-3-yl]-2-fluoro-benzyl ester FC1(CN(C1)C1=C(C=C(C=N1)C=1C(=C(COC(NC(N)=N)=O)C=CC1)F)F)F